FC1=CC=C(C=C1)[Si](C)(C)C 4-fluorophenyl-trimethylsilane